Diallylacetamidylamine C(C=C)C(C(=O)NN)CC=C